C1(CC1)C1=CC(=NN1COCC[Si](C)(C)C)B1OC(C(O1)(C)C)(C)C 2-[[5-cyclopropyl-3-(4,4,5,5-tetramethyl-1,3,2-dioxaborolan-2-yl)pyrazol-1-yl]methoxy]ethyl-trimethyl-silane